C(C)(C)(C)OC(=O)N1CC(C1)OC1=CC(=C(C=C1)C#C[Si](C)(C)C)F 3-(3-fluoro-4-(2-trimethylsilylethynyl)phenoxy)azetidine-1-carboxylic acid tert-butyl ester